tert-butyl 4-(((6-methoxy-4-(4-(2-(4-(trifluoromethyl)phenyl)acetamido)phenyl)quinazolin-7-yl)oxy)methyl)piperidin-1-carboxylate COC=1C=C2C(=NC=NC2=CC1OCC1CCN(CC1)C(=O)OC(C)(C)C)C1=CC=C(C=C1)NC(CC1=CC=C(C=C1)C(F)(F)F)=O